N1CC(C1)CC#CC=1C=C2CN(C(C2=CC1)=O)C1C(NC(CC1)=O)=O 3-(5-(3-(azetidin-3-yl)prop-1-yn-1-yl)-1-oxoisoindolin-2-yl)piperidine-2,6-dione